ClC=1C(=C(C=CC1C(F)(F)F)CC(=O)O)C 3-chloro-2-methyl-4-(trifluoromethyl)-phenylacetic acid